3-methyl-1-(2-(p-fluorophenylethynyl)phenyl)but-3-en-1-one CC(CC(=O)C1=C(C=CC=C1)C#CC1=CC=C(C=C1)F)=C